2-chloro-6-(6-cyclopropyl-7-methoxyimidazo[1,2-b]pyridazin-3-yl)-5-fluoronicotinonitrile ClC1=C(C#N)C=C(C(=N1)C1=CN=C2N1N=C(C(=C2)OC)C2CC2)F